(2-aminobenzooxazol-5-yl)-1H-pyrrolo[2,3-b]pyridine-2-carboxylic acid NC=1OC2=C(N1)C=C(C=C2)N2C(=CC=1C2=NC=CC1)C(=O)O